CC1=C[C@@H]2N(C3=CC=C(C=C13)C(F)(F)F)CCNC2 (S)-6-methyl-8-(trifluoromethyl)-2,3,4,4a-tetrahydro-1H-pyrazino[1,2-a]quinoline